NCC=1C=C(C=CC1)C=1C=C(C2=C(C(=CO2)COC2=C(C=CC=C2)CC(=O)O)C1)NCCOC 2-(2-((5-(3-(aminomethyl)phenyl)-7-((2-methoxyethyl)amino)benzofuran-3-yl)methoxy)phenyl)acetic acid